2'-bromo-3-chloro-2-fluoro-1,1'-biphenyl BrC1=C(C=CC=C1)C1=C(C(=CC=C1)Cl)F